2-chloro-6-(4-chlorophenyl)-8-(1-methyl-1H-pyrazol-4-yl)-[1,2,4]triazolo[1,5-a]pyrazine ClC1=NN2C(C(=NC(=C2)C2=CC=C(C=C2)Cl)C=2C=NN(C2)C)=N1